3-(2-benzyl-1,2,3,4-tetrahydroisoquinolin-5-yl)-3-(4-nitrophenyl)phenylpropionic acid ethyl ester C(C)OC(C(C)C=1CC(C=CC1)(C1=CC=C(C=C1)[N+](=O)[O-])C1=C2CCN(CC2=CC=C1)CC1=CC=CC=C1)=O